C(#N)N1C[C@@H](CC1)NC(C1=CC(=C(C=C1)F)C=1C=NN(C1)C)=O (R)-N-(1-cyanopyrrolidin-3-yl)-4-fluoro-3-(1-methyl-1H-pyrazol-4-yl)benzamide